(R)-5-bromo-3-(1-(2-(5-((1-(cyclopropyl-methyl)-3-methyl-1H-pyrazol-4-yl)methyl)-2-methyl-2H-1,2,3-triazol-4-yl)-5-fluorophenyl)ethoxy)pyrazin-2-amine BrC=1N=C(C(=NC1)N)O[C@H](C)C1=C(C=CC(=C1)F)C1=NN(N=C1CC=1C(=NN(C1)CC1CC1)C)C